O-succinylhomoserine(thiol) C(CCC(=O)O)(=O)OCC[C@H](N)CS